N-(5-bromo-7-fluoro-1H-indol-3-yl)acetamide BrC=1C=C2C(=CNC2=C(C1)F)NC(C)=O